C(C)OC=1C=C(C=CC1)C1=C(C=CC=C1)CN1CCN(CC1)C1=CC=C(C(=O)NS(=O)(=O)C2=CC(=C(C=C2)NCCSC2=CC=CC=C2)[N+](=O)[O-])C=C1 4-[4-[[2-(3-Ethoxyphenyl)phenyl]methyl]piperazin-1-yl]-N-[3-nitro-4-(2-phenylsulfanyl-ethylamino)phenyl]sulfonyl-benzamide